Methyl 2-(4-((4-methoxyphenyl)amino)phenyl)acetate COC1=CC=C(C=C1)NC1=CC=C(C=C1)CC(=O)OC